tert-butyl 4-((7-bromo-2,6-dichloro-8-fluoro-3-nitroquinolin-4-yl)amino)-piperidine-1-carboxylate BrC1=C(C=C2C(=C(C(=NC2=C1F)Cl)[N+](=O)[O-])NC1CCN(CC1)C(=O)OC(C)(C)C)Cl